4-(4-amino-2-fluoro-5-methoxyphenyl)piperazine-1-carboxylic acid tert-butyl ester C(C)(C)(C)OC(=O)N1CCN(CC1)C1=C(C=C(C(=C1)OC)N)F